heptenetriamine C(C=CCCCC)(N)(N)N